C(C)(C)(CCC)OOC(C)(C)CCC t-Hexylperoxid